[S-2].[Zn+2].[Ag+] silver-zinc sulfide